BrC1=C2C(=NC(=C1)C#N)N(C=C2)C 4-bromo-1-methyl-pyrrolo[2,3-b]pyridine-6-carbonitrile